2-[1-(6-Trifluoromethyl-pyridin-3-yl)-azetidin-3-yl]-1-(5,7,7-trimethyl-1,3,6,7,8,9-hexahydro-pyrrolo[3,4-c]isoquinolin-2-yl)-ethanone FC(C1=CC=C(C=N1)N1CC(C1)CC(=O)N1CC=2N=C(C=3CC(CCC3C2C1)(C)C)C)(F)F